FC=1C(=NC(=NC1)N[C@H]1[C@@H](COCC1)O)C=1C=C2C(=C(C=NC2=CC1)CNC[C@H]1OCCC1)C(C)C (3S,4R)-4-((5-fluoro-4-(4-isopropyl-3-(((((S)-tetrahydrofuran-2-yl)methyl)amino)methyl)quinolin-6-yl)pyrimidin-2-yl)amino)tetrahydro-2H-pyran-3-ol